(2s,5r)-5-(2-chlorophenyl)-1-(3-methyl-5-(trifluoromethoxy)benzoyl)pyrrolidine-2-carboxylic acid ClC1=C(C=CC=C1)[C@H]1CC[C@H](N1C(C1=CC(=CC(=C1)OC(F)(F)F)C)=O)C(=O)O